3-(3-(4-aminopiperidin-1-yl)propoxy)-5,7-dimethoxy-2-(3,4,5-trimethoxyphenyl)-4H-chromen-4-one NC1CCN(CC1)CCCOC1=C(OC2=CC(=CC(=C2C1=O)OC)OC)C1=CC(=C(C(=C1)OC)OC)OC